COC(=O)C=1N=CC2=CC=C(C=C2C1)Br 6-Bromoisoquinoline-3-carboxylic acid methyl ester